BrC1=CN=C(N1)C1=CC=CC=C1 5-bromo-2-phenylimidazole